4,4'-Bis(3-((4-vinylphenoxy)methyl)-9H-carbazol-9-yl)biphenyl C(=C)C1=CC=C(OCC=2C=CC=3N(C4=CC=CC=C4C3C2)C2=CC=C(C=C2)C2=CC=C(C=C2)N2C3=CC=CC=C3C=3C=C(C=CC23)COC2=CC=C(C=C2)C=C)C=C1